7-({1-[amino(pyridin-3-yl)acetyl]azetidin-3-yl}oxy)-2-hydroxy-3,4-dihydro-2H-1,2-benzoxaborinine NC(C(=O)N1CC(C1)OC1=CC2=C(CCB(O2)O)C=C1)C=1C=NC=CC1